7-tert-butyl-N-(4-tert-butyl-2-methylphenyl)-4,4-dimethyl-4H-indeno[1,2-b]thiophen-2-amine C(C)(C)(C)C1=CC=C2C(C3=C(SC(=C3)NC3=C(C=C(C=C3)C(C)(C)C)C)C2=C1)(C)C